P(O)(=O)(OP(=O)(O)O)O[C@@H]1[C@H](O)[C@H](O)[C@H](O1)CO Alpha-D-ribose 1-diphosphate